NC1=NC=CC(=C1Cl)SC=1C=2N(C(=NC1)N1CCC3(CC1)[C@@H](C1=CC=C(C=C1C3)C#C)N)C=CN2 (S)-1'-(8-((2-amino-3-chloropyridin-4-yl)thio)imidazo[1,2-c]pyrimidin-5-yl)-5-ethynyl-1,3-dihydrospiro[indene-2,4'-piperidin]-1-amine